CC1=CC=C(C=C1)C(C(C)N(C)C)=O 1-(4-methylphenyl)-2-(dimethylamino)-1-propanone